(2S,4a'R,7'S,8'S,8a'R)-2',2'-dimethyl-8'-(4-(3,4,5-trifluorophenyl)-1H-1,2,3-triazol-1-yl)hexahydro-3H,4'H-spiro[furan-2,6'-pyrano[3,2-d][1,3]dioxin]-7'-yl benzoate C(C1=CC=CC=C1)(=O)O[C@H]1[C@H]([C@H]2OC(OC[C@H]2O[C@]12OCCC2)(C)C)N2N=NC(=C2)C2=CC(=C(C(=C2)F)F)F